3,3,8-trimethyl-6-(pyrimidin-4-ylamino)-2H-imidazo[1,5-a]pyridine-1,5-dione CC1(NC(C=2N1C(C(=CC2C)NC2=NC=NC=C2)=O)=O)C